(E)-1-(4-aminobut-2-en-1-yl)-2-(1-ethyl-3-methyl-1H-pyrazole-5-carboxamido)-7-methyl-1H-benzo[d]imidazole-5-carboxamide NC/C=C/CN1C(=NC2=C1C(=CC(=C2)C(=O)N)C)NC(=O)C2=CC(=NN2CC)C